FC(C(=O)N1CC(C1)N1N=C(C=2C1=NC=CC2)C=2C(=NC(=CC2)C(F)(F)F)C)=C 2-fluoro-1-(3-(3-(2-methyl-6-(trifluoromethyl)pyridin-3-yl)-1H-pyrazolo[3,4-b]pyridin-1-yl)azetidin-1-yl)prop-2-en-1-one